C(=O)(OCC1=CC=CC=C1)N1[C@@H](CCC1)C(=O)N Cbz-prolinamide